C(C(C)C)NS(=O)(=O)CCN1C2=NC=NC(=C2N=C1SC1=CC2=C(CCO2)C=C1I)N 2-[6-Amino-8-(5-iodo-2,3-dihydro-benzofuran-6-ylsulfanyl)-purin-9-yl]-ethanesulfonic acid isobutyl-amide